N-{2-[(1E)-2-(hydroxy-carbamoyl)eth-1-en-1-yl]phenyl}-2-[(3-methoxypyridin-4-yl)oxy]benzamide ONC(=O)/C=C/C1=C(C=CC=C1)NC(C1=C(C=CC=C1)OC1=C(C=NC=C1)OC)=O